(7R,14R)-11-(2-((2S,3R)-3-amino-2-methylazetidin-1-yl)pyrimidin-5-yl)-6-(methyl-d3)-1-(prop-1-yn-1-yl)-6,7-dihydro-7,14-methanobenzo[f]benzo[4,5]imidazo[1,2-a][1,4]diazocin-5(14H)-one N[C@H]1[C@@H](N(C1)C1=NC=C(C=N1)C1=CC2=C(N=C3N2[C@H]2C4=C(C(N([C@@H]3C2)C([2H])([2H])[2H])=O)C=CC=C4C#CC)C=C1)C